(S)-8-(6-amino-5-((3,3-difluoroindolin-4-yl)thio)pyrazin-2-yl)-2-oxa-8-azaspiro[4.5]decan-4-amine NC1=C(N=CC(=N1)N1CCC2([C@@H](COC2)N)CC1)SC1=C2C(CNC2=CC=C1)(F)F